2,2-difluoroethyl (3-(3,3-difluorocyclobutyl)-1-methyl-4-(1-methylcyclobutyl)-1H-pyrazol-5-yl)carbamate FC1(CC(C1)C1=NN(C(=C1C1(CCC1)C)NC(OCC(F)F)=O)C)F